(S)-5-(4'-Difluoromethyl-2'-methoxy-3,4,5,6-tetrahydro-2H-[1,3']bipyridinyl-4-yl)-2,4-dimethyl-7-(2-trifluoromethylbenzyl)-2,4,5,7-tetrahydro-pyrazolo[3,4-d]pyrimidin-6-one FC(C1=C(C(=NC=C1)OC)N1CCC(CC1)N1C(N(C=2C([C@@H]1C)=CN(N2)C)CC2=C(C=CC=C2)C(F)(F)F)=O)F